1,3-dibenzyl-6-(methyl-Thio)-5-phenyl-3,5-dihydroimidazo[4,5-c][1,2]thiazine-4(1H)-one 2,2-dioxide C(C1=CC=CC=C1)N1S(C(C(C2=C1N=C(N2C2=CC=CC=C2)SC)=O)CC2=CC=CC=C2)(=O)=O